ClC=1C=C(C=NC1)CC1CC2(CNC2)C1 6-[(5-chloro-3-pyridyl)methyl]-2-azaspiro[3.3]heptane